4-[[hydroxy[2-(trimethylammonio)ethoxy]phosphono]oxy]diazobenzene OOP(=O)(OOCC[N+](C)(C)C)OC1=CCC(C=C1)=[N+]=[N-]